C(CC)[Si](C=1C=C(C=CC1)P(N(P(C1=CC=C(C=C1)[Si](CCCC)(CCCC)CCCC)C1=CC=C(C=C1)[Si](CCCC)(CCCC)CCCC)C1CCCC1)C1=CC(=CC=C1)[Si](CCC)(CCC)CCC)(CCC)CCC N-(bis(3-(tripropylsilyl)phenyl)phosphaneyl)-N-cyclopentyl-1,1-bis(4-(tributylsilyl)phenyl)phosphanamine